1-butyl-2,3-dimethylimidazole C(CCC)N1C(N(C=C1)C)C